C1NCCCC2=C1C=CC=C2C#N 2,3,4,5-tetrahydro-1H-benzo[c]azepine-6-carbonitrile